C(CCCCCCCCCC)(=O)OCCCCC1OC1 4-(2-oxiranyl)butyl undecanoate